4-phenyl-1,5,6,7-tetrahydro-s-indacene C1(=CC=CC=C1)C1=C2C=CCC2=CC=2CCCC12